5-Ethylsulfanyl-1,3-dimethyl-6-[5-(trifluoromethylsulfanyl)-1,3-benzoxazol-2-yl]benzimidazol-2-on C(C)SC1=CC2=C(N(C(N2C)=O)C)C=C1C=1OC2=C(N1)C=C(C=C2)SC(F)(F)F